cholest-5,8-dienol C(C(C)CCC[C@@H](C)[C@H]1CC[C@H]2C=3CC=C4CCCC[C@]4(C)C3CC[C@]12C)O